6-ethoxy-2-methylquinazolin C(C)OC=1C=C2C=NC(=NC2=CC1)C